C(C)S(=O)(=O)NC1=CC(=C(C(=O)O)C=C1)N1CCC2(CC2)CC1 4-(ethylsulfonylamino)-2-(6-azaspiro[2.5]octane-6-yl)benzoic acid